C[C@@H]1CCCO1 (2R,5R)-5-methyltetrahydrofuran